CSCC(=O)O (METHYLTHIO)ACETIC ACID